ClC1=CC(=C(C=N1)C(=O)C1=C(C=CC=C1)Cl)NC1=NN(C(=C1[N+](=O)[O-])C)C(C1=CC=CC=C1)(C1=CC=CC=C1)C1=CC=CC=C1 (6-chloro-4-((5-methyl-4-nitro-1-trityl-1H-pyrazol-3-yl)amino)pyridin-3-yl)(2-chlorophenyl)methanone